CC=1C(=NC=NC1C)N1CCN(CC1)CC=1OC2=C(N1)C=CC=C2F 2-((4-(5,6-dimethylpyrimidin-4-yl)piperazin-1-yl)methyl)-7-fluorobenzo[d]oxazole